C(C)SC=1C=C(C(=NC1C1=NC=2C(=NC=C(C2)C(F)(F)F)N1C)C)OC(C#N)(C)C 2-[[5-ethylsulfanyl-2-methyl-6-[3-methyl-6-(trifluoromethyl)imidazo[4,5-b]pyridin-2-yl]-3-pyridinyl]oxy]-2-methyl-propionitrile